BrC=1C=C2C(=NC1)NN=C2C(=O)C=2C(=C(C(=CC2)F)NS(=O)(=O)CCC)F N-[3-(5-bromo-1H-pyrazolo[3,4-b]pyridine-3-carbonyl)-2,6-difluorophenyl]propane-1-sulfonamide